[N+](=O)([O-])C1=C(C=CC=C1F)B(O)O 2-nitro-3-fluoro-phenylboronic acid